NC1(CCN(CC1)C=1C=C2CN3[C@@H](C2=CC1)CN(C[C@H]3C)C3=CC(N(C1=NC=CC=C31)C)=O)C 4-[(4R,10bS)-8-(4-amino-4-methyl-1-piperidinyl)-4-methyl-3,4,6,10b-tetrahydro-1H-pyrazino[2,1-a]isoindol-2-yl]-1-methyl-1,8-naphthyridin-2-one